BrC=1N=C(N(N1)COC)NC1=CC(=CC(=C1)F)F 5-bromo-N-(3,5-difluorophenyl)-2-(methoxymethyl)-1,2,4-triazol-3-amine